1-Azido-2-(8-(4-(trifluoromethyl)phenyl)imidazo[1,2-a]pyrazin-6-yl)propan N(=[N+]=[N-])CC(C)C=1N=C(C=2N(C1)C=CN2)C2=CC=C(C=C2)C(F)(F)F